C(C)(=O)N(C(=O)OC(C)N1CCCC1)CCN(C1=CC=C(C=C1)F)C1=CC(=CC=C1)Br (2S)-1-((acetyl(2-((3-bromophenyl)(4-fluorophenyl)amino)ethyl)carbamoyl)oxy)ethyl-pyrrolidine